N1-trifluoroethylpseudouridine FC(CN1C=C([C@H]2[C@H](O)[C@H](O)[C@@H](CO)O2)C(NC1=O)=O)(F)F